tert-butyl 8-{[2-(4-bromophenyl) imidazo[1,2-a]pyridin-3-yl] methyl}-3,8-diazabicyclo[3.2.1]octane-3-carboxylate BrC1=CC=C(C=C1)C=1N=C2N(C=CC=C2)C1CN1C2CN(CC1CC2)C(=O)OC(C)(C)C